3-((dipentylphenoxy)carbonylamino-methyl)-3,5,5-trimethylcyclohexyl-carbamic acid (dipentylphenyl) ester C(CCCC)C=1C(=C(C=CC1)OC(NC1CC(CC(C1)(C)C)(C)CNC(=O)OC1=C(C(=CC=C1)CCCCC)CCCCC)=O)CCCCC